(R or S)-2-(1-Cyclopropyl-2-hydroxy-2-methylpropyl)-7-(2-(6,7-dihydro-5H-cyclopenta[b]pyridin-4-yl)ethyl)isoindolin-1-one C1(CC1)[C@H](C(C)(C)O)N1C(C2=C(C=CC=C2C1)CCC1=C2C(=NC=C1)CCC2)=O |o1:3|